C(#N)[C@H](C[C@H]1C(NCC1)=O)NC([C@@H](CC1CC1)N1C(C(=CC=C1)NC(OC(C)(C)C)=O)=O)=O tert-butyl N-[1-[(1R)-2-[[(1S)-1-cyano-2-[(3S)-2-oxopyrrolidin-3-yl]ethyl]amino]-1-(cyclopropylmethyl)-2-oxo-ethyl]-2-oxo-3-pyridyl]carbamate